3-(2-chloro-4-methoxyphenoxy)-N-(3-sulfonylphenyl)quinoxaline-2-carboxamide ClC1=C(OC=2C(=NC3=CC=CC=C3N2)C(=O)NC=2CC(C=CC2)=S(=O)=O)C=CC(=C1)OC